CN(CCN(C=1C(=CC(=CC1)NC1=NC=C(C(=N1)C1=CNC2=CC(=CC=C12)F)C(F)(F)F)N)C)C N1-(2-(dimethylamino)ethyl)-N4-(4-(6-fluoro-1H-indol-3-yl)-5-(trifluoromethyl)pyrimidin-2-yl)-N1-methylbenzene-1,2,4-triamine